2-((1,3-dihydroxypropan-2-yl)amino)acetic acid OCC(CO)NCC(=O)O